[C@@H]1([C@H](O)[C@H](O)[C@@H](CO)O1)C1=CN=C2C(=N)N=CN=C12 9-Deazaadenosine